ClC1=NC=C(C(=N1)NC1=CC=C2C=NNC2=C1)C N-(2-chloro-5-methylpyrimidin-4-yl)-1H-indazol-6-amine